methyl 3-(5-((4-(3,3-dimethylbutanoyl)-3-hydroxy-2-methylphenoxy)methyl)pyridin-2-yl)-2-methoxybenzoate CC(CC(=O)C1=C(C(=C(OCC=2C=CC(=NC2)C=2C(=C(C(=O)OC)C=CC2)OC)C=C1)C)O)(C)C